ClC1=C(C=CC=C1Cl)C1=NNC2=NC(=CN=C21)N2CCC1(CCNC1)CC2 8-(3-(2,3-dichlorophenyl)-1H-pyrazolo[3,4-b]-pyrazin-6-yl)-2,8-diazaspiro-[4.5]decane